1,1,3,4-butanetetracarboxylic acid C(CC(CC(=O)O)C(=O)O)(C(=O)O)C(=O)O